FC(C1=NN=C(S1)NC(=O)C1=NN2C(C(N(CC2)CC2=C(C=CC=C2)Cl)=O)=C1C=C(C)C)F 5-(2-chlorobenzyl)-3-(2-methylpropenyl)-4-oxo-4,5,6,7-tetrahydropyrazolo[1,5-a]pyrazine-2-carboxylic acid (5-difluoromethyl[1,3,4]thiadiazol-2-yl)amide